2-amino-1-(3-((4-chloro-3-fluorophenyl)amino)-2-(3,4-difluorophenyl)-8,8-dimethyl-5,6-dihydroimidazo[1,2-a]pyrazin-7(8H)-yl)ethan-1-one NCC(=O)N1C(C=2N(CC1)C(=C(N2)C2=CC(=C(C=C2)F)F)NC2=CC(=C(C=C2)Cl)F)(C)C